N-(3-chloro-5-(methylsulfonamido)phenyl)-4-(3-((3-(N,S-dimethylsulfonimidoyl)-5-fluorobenzyl)oxy)-5-fluoropyridin-2-yl)-5-methylthiophene-2-carboxamide ClC=1C=C(C=C(C1)NS(=O)(=O)C)NC(=O)C=1SC(=C(C1)C1=NC=C(C=C1OCC1=CC(=CC(=C1)F)S(=O)(=NC)C)F)C